COCCOCCOCCOCCOCCO 2-(2-{2-[2-(2-methoxy-ethoxy)-ethoxy]-ethoxy}-ethoxy)-ethanol